FC(OC1=CC=CC(=N1)N1C(=CC2=C1N=C(N=C2)NC2=CC=C(C=C2)N2CCC(CC2)N2CCN(CC2)C)C)F 7-(6-(difluoromethoxy)pyridin-2-yl)-6-Methyl-N-(4-(4-(4-methylpiperazin-1-yl)piperidin-1-yl)phenyl)-7H-pyrrolo[2,3-d]pyrimidine-2-Amine